7-((3-fluoropyridin-2-yl)(morpholino)methyl)-2-methylquinolin-8-ol FC=1C(=NC=CC1)C(C1=CC=C2C=CC(=NC2=C1O)C)N1CCOCC1